OC1=CC=C(C=C2C(N(C(S2)=NN=C2C(NC3=CC=C(C=C23)Br)=O)C2=CC=C(C=C2)C(C)(C)C)=O)C=C1 3-(2-(5-(4-hydroxybenzylidene)-3-(4-tert-butylphenyl)-4-oxothiazolidin-2-ylidene)hydrazono)-5-bromo-1H-indol-2-one